FC1=C(OC=2C=C(C=C(C2)F)[C@@H]2N(OCC2)C2=CC(=NC=N2)NC=2C(=CC(=C(C2)NC(C=C)=O)N(C)CCN(C)C)OC)C=C(C=C1)F (R)-N-(5-((6-(3-(3-(2,5-difluorophenoxy)-5-fluorophenyl)isoxazolidin-2-yl)pyrimidin-4-yl)amino)-2-((2-(dimethylamino)ethyl)(methyl)amino)-4-methoxyphenyl)acrylamide